3,3'-(1,2-ethanediyl)bis[1-vinylbenzimidazolium] C(CN1C=[N+](C2=C1C=CC=C2)C=C)N2C=[N+](C1=C2C=CC=C1)C=C